ClC1=CC=C(C(=N1)C1=NN(C=N1)C)NC(C)C=1C=2C=3C(N(C(C2C=C(C1)C)=O)CC)=NN(C3)C3CCN(CC3)CCC#N 3-(4-(9-(1-((6-chloro-2-(1-methyl-1H-1,2,4-triazol-3-yl)pyridin-3-yl)amino)ethyl)-4-ethyl-7-methyl-5-oxo-4,5-dihydro-2H-pyrazolo[3,4-c]isoquinolin-2-yl)piperidin-1-yl)propanenitrile